C1(=CC=C(C=C1)C(C=O)C)C 2-(para-tolyl)propanal